(2-methoxyethyl)lithium COCC[Li]